ClC=1C=C(C=C(C1)Cl)C(=O)N1CCC(CC1)CCCCNC(=O)C=1C=CC=2N(C1)C=CN2 N-(4-{1-[(3,5-dichlorophenyl)carbonyl]piperidin-4-yl}butyl)imidazo[1,2-a]pyridine-6-carboxamide